C(C=C)(=O)OC(C)COC(C)COC(C)COC(C=C)=O Tripropylenglycol di-acrylat